N=1C=C(N2C1C=CC=C2)C=O imidazo[1,2-a]pyridine-3-aldehyde